C(N)(OCC(=O)N1[C@@H](CC(C1)C1=CC(=C(C=C1)OC(F)F)OCC1CC1)CO)=O (2-((2S)-4-(3-(cyclopropylmethoxy)-4-(difluoromethoxy) phenyl)-2-(hydroxymethyl) pyrrolidin-1-yl)-2-oxoethyl) carbamate